ClC1=CC=C(CC2C(N(C(N2)(C)C)C=2C=NN(C2C)C2=CC=NC=C2)=O)C=C1 5-(4-Chlorobenzyl)-2,2-dimethyl-3-(5-methyl-1-(pyridin-4-yl)-1H-pyrazol-4-yl)imidazolidin-4-one